lithium 4-(((cyclobutylmethyl)amino)methyl)-1-methyl-1H-pyrrolo[2,3-b]pyridine-6-carboxylate C1(CCC1)CNCC1=C2C(=NC(=C1)C(=O)[O-])N(C=C2)C.[Li+]